CC1N2CCCC(CC1)C2 methyl-azabicyclo[3.3.1]nonane